1-(7-((5-(imidazo[1,2-a]pyrimidin-6-yl)-4-methoxypyrrolo[2,1-f][1,2,4]triazin-2-yl)amino)-2-azaspiro[3.5]nonan-2-yl)ethan-1-one-2,2,2-d3 N=1C=CN2C1N=CC(=C2)C=2C=CN1N=C(N=C(C12)OC)NC1CCC2(CN(C2)C(C([2H])([2H])[2H])=O)CC1